[2-(2,4-Dimethylphenylsulfanyl) phenyl] piperazinestearate N1(CCNCC1)CCCCCCCCCCCCCCCCCC(=O)OC1=C(C=CC=C1)SC1=C(C=C(C=C1)C)C